N-((1S,7R)-2,2-difluoro-7-hydroxycycloheptyl)acetamide FC1([C@H]([C@@H](CCCC1)O)NC(C)=O)F